ClC1=CC2=C(C=N1)C=C(N2COCC[Si](C)(C)C)C2=CC(=NC=N2)NCC(F)(F)F 6-[6-chloro-1-(2-trimethylsilylethoxymethyl)pyrrolo[3,2-c]pyridin-2-yl]-N-(2,2,2-trifluoroethyl)pyrimidin-4-amine